methyl 4-cyclopentyl-6-(4-((2-methoxybenzamido) methyl) phenyl)-1-(4-methoxybenzyl)-1H-pyrazolo[4,3-c]pyridine-7-carboxylate C1(CCCC1)C1=NC(=C(C2=C1C=NN2CC2=CC=C(C=C2)OC)C(=O)OC)C2=CC=C(C=C2)CNC(C2=C(C=CC=C2)OC)=O